n-tetracosyl octanoate C(CCCCCCC)(=O)OCCCCCCCCCCCCCCCCCCCCCCCC